Benzyl (5-(3-oxocyclopentyl)-1H-pyrazol-3-yl)carbamate O=C1CC(CC1)C1=CC(=NN1)NC(OCC1=CC=CC=C1)=O